2-((1s,4s)-4-methoxycyclohexyl)propan-2-ol COC1CCC(CC1)C(C)(C)O